2-iodo-N-(4-dimethylaminophenyl)benzamide IC1=C(C(=O)NC2=CC=C(C=C2)N(C)C)C=CC=C1